2-(2,2-Difluoro-propyl)-6-(2'-methoxy-4'-methyl-3,4,5,6-tetrahydro-2H-[1,3']bipyridinyl-4-yl)-4-(2-trifluoromethyl-benzyl)-2,4,6,7-tetrahydro-pyrazolo[4,3-d]pyrimidin-5-on FC(CN1N=C2C(N(C(N(C2)C2CCN(CC2)C=2C(=NC=CC2C)OC)=O)CC2=C(C=CC=C2)C(F)(F)F)=C1)(C)F